4-((5-(3,4-dichlorophenyl)thiazol-2-yl)thio)-1H-1,2,3-triazole-5-carboxylic acid ClC=1C=C(C=CC1Cl)C1=CN=C(S1)SC=1N=NNC1C(=O)O